(3-hydroxypropyl)-1H-pyrazole-3-carboxamide OCCCN1N=C(C=C1)C(=O)N